C[C@H](CC1=CC=CC=C1)NCC#C (R)-N-(1-methyl-2-phenylethyl)prop-2-ynylamine